(S)-Ethyl 2-(2-(3-(5-((dicyclopropylmethyl) carbamoyl)-4H-1,2,4-triazol-3-yl) phenyl) oxazole-5-carboxamido)-3-methylbutyrate C1(CC1)C(C1CC1)NC(=O)C=1NC(=NN1)C=1C=C(C=CC1)C=1OC(=CN1)C(=O)N[C@H](C(=O)OCC)C(C)C